ClC1=CC=C(C=C1)C1=CC=CC=2C(C3=CC=CC=C3C12)(C1=CC=CC=C1)C1=CC=CC=C1 4-(4-Chlorophenyl)-9,9-diphenyl-9H-fluorene